CN(C1(CCC2(CN(C(N2)=O)C=2C=NC(=CC2)C(F)(F)F)CC1)C1=CC=CC=C1)C cis-8-dimethylamino-8-phenyl-3-[6-(trifluoromethyl)-pyridin-3-yl]-1,3-diazaspiro[4.5]decan-2-one